C(C)(C)(C)OC(=O)N(CC#CC1=C(C=CC(=C1F)F)NC1=C(C(=O)OC)C=C(C(=C1)C(F)(F)F)F)C1=NC(=CC=C1[N+](=O)[O-])OC methyl 2-((2-(3-((tert-butoxycarbonyl) (6-methoxy-3-nitropyridin-2-yl) amino) prop-1-yn-1-yl)-3,4-difluorophenyl) amino)-5-fluoro-4-(trifluoromethyl)-benzoate